ClC1=CC=C(C=C1)N1C[C@H](CC1)C(=O)N[C@@H]([C@H](O)C1=CC2=C(OCCO2)C=C1)CN1CCCC1 (S)-1-(4-chlorophenyl)-N-((1R,2R)-1-(2,3-dihydrobenzo[b][1,4]dioxin-6-yl)-1-hydroxy-3-(pyrrolidin-1-yl)propan-2-yl)pyrrolidine-3-carboxamide